dimethyl rel-(1R,3S,5s)-5-aminocyclohexane-1,3-dicarboxylate NC1C[C@H](C[C@H](C1)C(=O)OC)C(=O)OC |o1:3,5|